N[C@H](C=1N=C2N(N=CC(=C2)CC2C(NCC2(C)C)=O)C1)C1CCC(CC1)(F)F 3-((2-((S)-Amino(4,4-difluorocyclohexyl)methyl)imidazo[1,2-b]pyridazin-7-yl)methyl)-4,4-dimethylpyrrolidin-2-one